(S)-N-(4-methoxyphenyl)-N-methyl-2-(2-(4-((2-nitrophenyl)sulfonyl)-2-oxopiperazin-1-yl)acetamido)-3-phenylpropanamide COC1=CC=C(C=C1)N(C([C@H](CC1=CC=CC=C1)NC(CN1C(CN(CC1)S(=O)(=O)C1=C(C=CC=C1)[N+](=O)[O-])=O)=O)=O)C